4,4'-[9H-fluorene-9,9-diyl]bisaniline tert-butyl-(1R,3S,5S)-3-[(6-iodopyridazin-3-yl)amino]-8-azabicyclo[3.2.1]octane-8-carboxylate C(C)(C)(C)OC(=O)N1[C@H]2CC(C[C@@H]1CC2)NC=2N=NC(=CC2)I.C2=CC=CC=1C3=CC=CC=C3C(C21)(C2=CC=C(N)C=C2)C2=CC=C(N)C=C2